(3S,4S)-tridecane-3,4-diol CC[C@@H]([C@H](CCCCCCCCC)O)O